CC1=CC=C(COC2=CC3=C(C(=CC(O3)=O)C(F)(F)F)C=C2)C=C1 7-((4-methylbenzyl)oxy)-4-trifluoromethyl-2H-1-benzopyran-2-one